ClC=1C(=NC=C(C1C)F)C(C)(C)NC(=O)[C@@H]1CN[C@@H](CO1)CO (2S,5R)-N-(2-(3-chloro-5-fluoro-4-methylpyridin-2-yl)propan-2-yl)-5-(hydroxymethyl)morpholine-2-carboxamide